[(2R)-2-(6-benzamidopurin-9-yl)-2-[(1S)-1-[[bis(4-methoxyphenyl)-phenyl-methoxy]-methyl]-1-(hydroxymethyl)-2-triisopropylsilyloxy-ethoxy]ethyl]4-methyl-benzenesulfonate C(C1=CC=CC=C1)(=O)NC1=C2N=CN(C2=NC=N1)[C@@H](COS(=O)(=O)C1=CC=C(C=C1)C)O[C@@](CO[Si](C(C)C)(C(C)C)C(C)C)(CO)COC(C1=CC=CC=C1)(C1=CC=C(C=C1)OC)C1=CC=C(C=C1)OC